methyl 4-(3-(3-((2-fluoro-4-iodophenyl)amino)isonicotinamido)azetidin-1-yl)butanoate FC1=C(C=CC(=C1)I)NC1=C(C(=O)NC2CN(C2)CCCC(=O)OC)C=CN=C1